CC1=CC2=C(C(=C1O)CC=C(C)C)O[C@@H]3[C@H]2COC4=C3C=CC(=C4)O The molecule is a member of the class of pterocarpans that is (6aR,11aR)-pterocarpan substituted by hydroxy groups at positions 3 and 9, a methyl group at position 8 and a prenyl group at position 10. Isolated from the roots of Lespedeza floribunda, it acts as a melanin synthesis inhibitor. It has a role as a melanin synthesis inhibitor and a plant metabolite. It is a member of phenols and a member of pterocarpans.